bis(3,5-bistrifluoromethylphenyl)phosphine chloride [Cl-].FC(C=1C=C(C=C(C1)C(F)(F)F)PC1=CC(=CC(=C1)C(F)(F)F)C(F)(F)F)(F)F